2-methacryloylthioethylthio-5-n-propylthio-1,3,4-thiadiazole C(C(=C)C)(=O)SCCSC=1SC(=NN1)SCCC